6-(ethylamino)-4-[2-(4-methyl-1,2,4-triazol-3-yl)phenyl]Pyridine-2-carboxamide racemic-tert-butyl-(2,3,4,5-tetrahydro-1H-benzo[b]azepin-3-yl)carbamate C(C)(C)(C)N(C(O)=O)[C@@H]1CCC2=C(NC1)C=CC=C2.C(C)NC2=CC(=CC(=N2)C(=O)N)C2=C(C=CC=C2)C2=NN=CN2C |r|